C[C@@H]1COCCN1C=1C=C(C2=C(N1)N(C=C2)COCC[Si](C)(C)C)C(=O)OCC ethyl (R)-6-(3-methylmorpholino)-1-((2-(trimethylsilyl) ethoxy) methyl)-1H-pyrrolo[2,3-b]pyridine-4-carboxylate